FC=1C(=CC2=C(C(=CO2)C2C(NC(CC2)=O)=O)C1)C=1C=NN(C1)CC=1C=NC(=CC1)OC 3-[5-fluoro-6-[1-[(6-methoxy-3-pyridyl)methyl]pyrazol-4-yl]benzofuran-3-yl]piperidine-2,6-dione